ClC1=NC=CC(=C1)NC1CC1 2-chloro-N-cyclopropylpyridine-4-amine